C1(CC1)NC(C([C@H](CCC(C)(F)F)NC(=O)[C@H]1N(CC2(C1)CCCCC2)C([C@H](C)NC(OC)=O)=O)=O)=O Methyl ((S)-1-((S)-3-(((S)-1-(cyclopropylamino)-6,6-difluoro-1,2-dioxoheptan-3-yl)carbamoyl)-2-azaspiro[4.5]decan-2-yl)-1-oxopropan-2-yl)carbamate